dichloro[ethylenebis(diphenylphosphine)] cobalt(II) [Co+2].ClC=1C(=C(C=CC1)P(CCP(C1=CC=CC=C1)C1=CC=CC=C1)C1=CC=CC=C1)Cl